bromoacetaldehyde isobutyl 2,3,4-trimethyl-2-cyclopentenyl acetal CC=1C(CC(C1C)C)OC(CBr)OCC(C)C